C1(CCCC1)CN1CC(CCC1)(O)C1=CC=C(C=C1)C1=CC=C(C=C1)F 1-(cyclopentylmethyl)-3-(4'-fluoro-[1,1'-biphenyl]-4-yl)piperidin-3-ol